2-fluoro-4-hydroxy-benzoic acid FC1=C(C(=O)O)C=CC(=C1)O